(4-bromo-3-fluorophenethoxy)(tert-butyl)dimethylsilane BrC1=C(C=C(CCO[Si](C)(C)C(C)(C)C)C=C1)F